O1CCOCCN(CCOCCOCCNCC1)CC1=CC=CC(=N1)C(=O)O 6-(1,4,10,13-tetraoxa-7,16-diazacyclooctadec-7-ylmethyl)pyridine-2-carboxylic acid